dihydrobenzophenoxazine C1CC=CC=2C=CC=3OC=4C=CC=CC4NC3C21